N-(3-Dimethylaminopropyl)-1,2-bis(aminomethyl)benzol CN(CCCNCC1=C(C=CC=C1)CN)C